C1(CC1)C=1C=2N(N=C(C1)C=1C(=NC(=NC1)OC)OC)C=C(N2)C2=CC=CC=C2 8-cyclopropyl-6-(2,4-dimethoxypyrimidin-5-yl)-2-phenyl-imidazo[1,2-b]pyridazine